ClC1=C(C=C2C(=N1)N(N=C2C2=C(C(=C(C(=C2)C(F)(F)F)F)OCOC)F)C)F 6-Chloro-3-(2,4-difluoro-3-(methoxymethoxy)-5-(trifluoromethyl)phenyl)-5-fluoro-1-methyl-1H-pyrazolo[3,4-b]pyridine